BrC=1C(=C(C=CC1)C=1OC2=C(N1)C=C(C(=C2)OC(F)F)CN2CCCC2)C 1-((2-(3-bromo-2-methylphenyl)-6-(difluoromethoxy)benzo[d]oxazol-5-yl)methyl)pyrrolidine